O[C@H](COC=1C=C(C=CC1)S(=O)(=O)NC)CN[C@H]1COC2(C1)CCN(CC2)S(=O)(=O)C=2C(=C1C(=NC2)NC=N1)C 3-((S)-2-hydroxy-3-((R)-8-(7-methyl-3H-imidazo[4,5-b]pyridin-6-ylsulfonyl)-1-oxa-8-azaspiro[4.5]decan-3-ylamino)propoxy)-N-methylbenzenesulfonamide